CC(CO)C(=O)[O-] The molecule is a hydroxy monocarboxylic acid anion. It has a role as a human metabolite. It derives from a propionate. It is a conjugate base of a 3-hydroxyisobutyric acid.